C1=CC=CC2=C(C3=CC=CC=C3C(=C12)C#N)C#N anthracene-9,10-dinitrile